Br.C1(CCCCC1)NCCC1=CNC2=CC=CC=C12 N-cyclohexyltryptamine hydrobromide